5-(pyrazolo[1,5-a]pyrimidin-5-yl)-2-(3,3,3-trifluoropropyl)-7H-pyrrolo[2,3-d]pyrimidine N1=CC=C2N1C=CC(=N2)C2=CNC=1N=C(N=CC12)CCC(F)(F)F